FC1=C2C(=NC(=C1)C)NC(=C2)C(=O)[O-] 4-fluoro-6-methyl-1H-pyrrolo[2,3-b]pyridine-2-carboxylate